N-((5-(hydrazinecarbonyl)pyridin-2-yl)methyl)ethanesulfonamide N(N)C(=O)C=1C=CC(=NC1)CNS(=O)(=O)CC